COC(=O)C1=CC(=C(C=C1)C1N(CC=C1C(=O)OC)S(=O)(=O)C1=CC=C(C)C=C1)[N+](=O)[O-] methyl 2-(4-(methoxycarbonyl)-2-nitrophenyl)-1-tosyl-2,5-dihydro-1H-pyrrole-3-carboxylate